NC1=C(C=NN1C1CCN(CC1)C#N)C=1C=C(C=2N(C1)N=CC2C#N)O[C@H](C)C2=NC=C(C=C2)F 6-[5-amino-1-(1-cyano-4-piperidyl)pyrazol-4-yl]-4-[(1R)-1-(5-fluoro-2-pyridyl)ethoxy]pyrazolo[1,5-a]pyridine-3-carbonitrile